tert-Butyl (S)-5-chloro-8-((1-methyl-5-(trifluoromethyl)-1H-1,2,3-triazol-4-yl)methoxy)-1-((2-oxopyrrolidin-1-yl)methyl)-3,4-dihydroisoquinoline-2(1H)-carboxylate ClC1=C2CCN([C@@H](C2=C(C=C1)OCC=1N=NN(C1C(F)(F)F)C)CN1C(CCC1)=O)C(=O)OC(C)(C)C